NC=1CC(=CC2=C(N1)C=C(C=C2)C(=O)OC)C(=O)OC(C)(C)C 4-tert-butyl 8-methyl 2-amino-3H-benzo[b]azepine-4,8-dicarboxylate